(Z)-3-(3-(3,5-bis(trifluoromethyl)phenyl)-1H-1,2,4-triazol-1-yl)-N-(2-oxoazepan-1-yl)acrylamide FC(C=1C=C(C=C(C1)C(F)(F)F)C1=NN(C=N1)\C=C/C(=O)NN1C(CCCCC1)=O)(F)F